The molecule is the radioactive isotope of fluorine with relative atomic mass 18.000938. The longest-lived fluorine radionuclide with half-life of 109.77 min. [18FH]